ClC1=C(C=CC=C1Cl)C(=O)N1C=2C=CC(=NC2CCC1)C(C)NC(C1=CC=C(C=C1)F)=O N-{1-[5-(2,3-dichlorobenzene-1-carbonyl)-5,6,7,8-tetrahydro-1,5-naphthyridin-2-yl]ethyl}-4-fluorobenzamide